9-(1-naphthyl)anthracene-d8 C1(=CC=CC2=CC=CC=C12)C1=C2C=C(C(=C(C2=C(C=2C(=C(C(=C(C12)[2H])[2H])[2H])[2H])[2H])[2H])[2H])[2H]